[N+](=O)([O-])C=1C=C(CNC(O)=O)C=CC1.[N+](=O)([O-])C1=C(C(=O)O)C=CC=C1 nitro-benzoic acid (m-nitrobenzyl carbamate)